chloro-N-(1-ethyl-2-oxo-1,2-dihydrobenzo[cd]indol-6-yl)-2-fluorobenzenesulfonamide ClC=1C(=C(C=CC1)S(=O)(=O)NC=1C=2C3=C(C(N(C3=CC1)CC)=O)C=CC2)F